N1N=CC(=C1)NCC1=NN=CO1 5-{[(1H-pyrazol-4-yl)amino]methyl}-1,3,4-oxadiazol